C(#N)COC1=CC=C(C=C1)NC(=O)NC1=CC=CC=C1 1-[4-(cyanomethoxy)-phenyl]-3-phenylurea